ClC=1C=C2C(=CNC2=CC1)NC1=NC2=C(N1CC1CC1)C=CC(=C2)C(F)(F)F N-(5-Chloro-1H-indol-3-yl)-1-(cyclopropylmethyl)-5-(trifluoromethyl)-1H-benzo[d]imidazol-2-amine